FC([C@@H](C1=CC=C(C=C1)F)N1N=CC(=C1)C1=C(C=C(C(=N1)C1=C(C=2N(C=C1)N=C(N2)N2C(=CC=C2C)C)C)F)F)(C)F (R)-7-(6-(1-(2,2-difluoro-1-(4-fluorophenyl)propyl)-1H-pyrazol-4-yl)-3,5-difluoropyridin-2-yl)-2-(2,5-dimethyl-1H-pyrrol-1-yl)-8-methyl-[1,2,4]-triazolo[1,5-a]pyridine